Cl.CC1=C(NC2=CC=C(C=C12)CN)C1=C(C=CC=C1)C (3-methyl-2-(o-tolyl)-1H-indol-5-yl)methylamine hydrochloride